N[C@H]1CS(C2=C(N(C1=O)CC1=CC=C(C=C1)Cl)C=C(C(=C2)F)C2=NOC(=N2)C2CN(CC(C2)(F)F)C)(=O)=O (3R)-3-amino-5-[(4-chlorophenyl)methyl]-7-[5-(5,5-difluoro-1-methyl-3-piperidyl)-1,2,4-oxadiazol-3-yl]-8-fluoro-1,1-dioxo-2,3-dihydro-1λ6,5-benzothiazepin-4-one